ClC=1C(=C(C(=CC1)C(F)F)C1=CN=CC(=N1)C(=O)NC=1C=NN(C1)[C@@H](C)C=1C=NC(=CC1C)N1C([C@@H]2C[C@@H]2C1)=O)F |o1:24| 6-(3-chloro-6-(difluoromethyl)-2-fluorophenyl)-N-(1-((S or R)-1-(4-methyl-6-((1R,5S)-2-oxo-3-azabicyclo[3.1.0]hex-3-yl)pyridin-3-yl)ethyl)-1H-pyrazol-4-yl)pyrazine-2-carboxamide